N-(4-(2-(2-fluorophenyl)butyl)-6-(((R)-1-hydroxy-4-methylpent-2-yl)amino)-1,3,5-triazin-2-yl)methanesulfonamide FC1=C(C=CC=C1)C(CC1=NC(=NC(=N1)N[C@@H](CO)CC(C)C)NS(=O)(=O)C)CC